NC1=NC(=C(C(=N1)O)N=O)N 2,6-diamino-4-hydroxy-5-nitrosopyrimidine